C(C)(=O)C=1C=C(C=CC1)NC(=O)NC1=CC(=C(C=C1)OC)C=1N(N=CC1F)C 1-(3-Acetyl-phenyl)-3-[3-(4-fluoro-2-methyl-2H-pyrazol-3-yl)-4-methoxy-phenyl]-urea